OCC(CO)(CC)CO 2,2-bis-hydroxymethyl-1-butanol